N-[(7-Aza-1H-benzotriazol-1-yl)(dimethylamino)-methylen]-N-Methylmethanaminium tetrafluoroborat F[B-](F)(F)F.N1(N=NC2=C1N=CC=C2)C(=[N+](C)C)N(C)C